N1=C(C=CC=C1)NS(=O)=O N-PYRIDYLSULFONAMIDE